NC=1C(NC2=C3C(=C(C=C2C1C1=C2C=NNC2=C(C=C1)Cl)C1CCCC1)C=CC=C3)=O 3-amino-4-(7-chloro-1H-indazol-4-yl)-6-cyclopentyl-1H-benzo[h]quinolin-2-one